FC1(CCC(CC1)C1=C(C(=NC=C1F)C1=C(C=CC(=C1)F)F)NC(=O)C=1C=NC(=NC1)OCC)F N-(4-(4,4-difluorocyclohexyl)-2-(2,5-difluorophenyl)-5-fluoropyridin-3-yl)-2-ethoxypyrimidine-5-carboxamide